CS(=O)(=O)N[C@@H]1[C@@H](N(CCC1)C(=O)OC(C)C)CC1=NC(=CC=C1)C1=CC=CC=C1 isopropyl cis-3-((methylsulfonyl)amino)-2-((6-phenylpyridin-2-yl)methyl)piperidine-1-carboxylate